FC=1C(=CC2=C(NC(=NS2(=O)=O)NCC2=NC=CC=C2F)C1[C@@H](C)C1=C(C=CC=C1)F)F (S)-6,7-difluoro-5-(1-(2-fluorophenyl)ethyl)-3-(((3-fluoropyridin-2-yl)methyl)amino)-4H-benzo[e][1,2,4]thiadiazine 1,1-dioxide